C(C)C1=NC2=CC=C(C=C2CC1=O)CN1CCN(CC1)C=1C=CCN(C1)C([2H])([2H])[2H] 5-(4-((2-ethyl-3-oxo-3,4-dihydroquinolin-6-yl)methyl)piperazin-1-yl)-N-(methyl-d3)pyridine